(R)-2-chloro-N-(1-(3-methoxyphenyl)ethyl)amphetamine ClC1=C(C[C@H](NC(C)C2=CC(=CC=C2)OC)C)C=CC=C1